tetra-ammonia palladium dichloride [Pd](Cl)Cl.N.N.N.N